N1C(=NC2=C1C=CC=C2)CNC2=NC(=NN1C2=NC=C1C(F)(F)F)N1CCN(CC1)C N-[(1H-benzimidazol-2-yl)methyl]-2-(4-methylpiperazin-1-yl)-7-(trifluoromethyl)imidazo[2,1-f][1,2,4]triazin-4-amine